ClC1=C2C=C3C=C4C=CC=C(C4=CC3=CC2=CC=C1)C(=O)N[C@@H]1CCO[C@]12O[C@@H]([C@@H]([C@@H]([C@H]2O)N2N=NC(=C2)C2=CC(=C(C(=C2)F)F)F)O)CO 7-chloro-N-((4R,5S,7R,8R,9S,10R)-8,10-dihydroxy-7-(hydroxymethyl)-9-(4-(3,4,5-trifluorophenyl)-1H-1,2,3-triazol-1-yl)-1,6-dioxaspiro[4.5]dec-4-yl)-1-naphthacenecarboxamide